FC(C1=NN(C(=C1)C(F)F)CC(=O)N1CCC(CC1)C=1SC=C(N1)C1=NO[C@@H](C1)C1=C(C=CC=C1Cl)CS(=O)(=O)O)F.C(=C)C1=CC=CC2=CC(=CC=C12)C=C 1,6-divinyl-naphthalene 2-{(5S)-3-[2-(1-{[3,5-bis(difluoromethyl)-1H-pyrazol-1-yl]acetyl}piperidin-4-yl)-1,3-thiazol-4-yl]-4,5-dihydro-1,2-oxazol-5-yl}-3-chlorophenyl-methanesulfonate